3-((2-(2-oxa-6-azaspiro[3.3]heptan-6-yl)-8-azaspiro[4.5]decan-8-yl)sulfonyl)-2-fluorobenzonitrile C1OCC12CN(C2)C2CC1(CC2)CCN(CC1)S(=O)(=O)C=1C(=C(C#N)C=CC1)F